NC1=NC=NN2C1=CC=C2[C@H]2[C@@H]([C@@H]([C@@](O2)(CF)COP(=O)(OC2=CC=CC=C2)N[C@@H](C)C(=O)OCC(CC)(C)C)O)O 2,2-dimethylbutyl ((((2R,3S,4R,5S)-5-(4-aminopyrrolo[2,1-f][1,2,4]triazin-7-yl)-2-(fluoromethyl)-3,4-dihydroxytetrahydrofuran-2-yl)methoxy)(phenoxy)phosphoryl)-L-alaninate